C1(CC1)C1=NC=NC(=C1C1=NC=C(C(=N1)OCC12C3C4C5(C3C1C5C24)C=2N(C=C(N2)C(F)(F)F)C(C)C)OC)OC 4'-cyclopropyl-4-((4-(1-isopropyl-4-(trifluoromethyl)-1H-imidazol-2-yl)cuban-1-yl)methoxy)-5,6'-dimethoxy-2,5'-bipyrimidine